C1=CC=CC=2C3=CC=CC=C3C(C12)COC(=O)N1CCNCC1 piperazine-1-carboxylic acid (9H-Fluoren-9-yl)methyl ester